2-{3'-(pyridin-3-yl)-biphenyl-4-yl}-4,6-bis(naphthalen-1-yl)-benzoxazole N1=CC(=CC=C1)C=1C=C(C=CC1)C1=CC=C(C=C1)C=1OC2=C(N1)C(=CC(=C2)C2=CC=CC1=CC=CC=C21)C2=CC=CC1=CC=CC=C21